tert-butyl (S)-(2-((4-(6-((4-chloro-2-fluorobenzyl)oxy)pyridin-2-yl)piperidin-1-yl)methyl)-1-(oxetan-2-ylmethyl)-1H-benzo[d]imidazol-5-yl)carbamate ClC1=CC(=C(COC2=CC=CC(=N2)C2CCN(CC2)CC2=NC3=C(N2C[C@H]2OCC2)C=CC(=C3)NC(OC(C)(C)C)=O)C=C1)F